tert-butyl 2-[1-[4-[(2,6-dibenzyloxy-3-pyridyl)amino]-2,6-difluoro-phenyl]-4-hydroxy-4-piperidyl]acetate C(C1=CC=CC=C1)OC1=NC(=CC=C1NC1=CC(=C(C(=C1)F)N1CCC(CC1)(O)CC(=O)OC(C)(C)C)F)OCC1=CC=CC=C1